NC1=NN2C(C=C(C=C2)C=2C=C(C(=NC2)OC)N2OCC[C@H]2C2=CC=CC=C2)=N1 (S)-N-(5-(2-amino-[1,2,4]triazolo[1,5-a]pyridin-7-yl)-2-methoxypyridin-3-yl)-3-phenylisoxazolidine